acetylmethyl-carbazole C(C)(=O)C1=C(C=2NC3=CC=CC=C3C2C=C1)C